ClC=1C(=C(C=O)C(=C(C1OC)C\C=C(\C=C\[C@@]1([C@H](C(CC[C@H]1C)NC1CC1)C)C)/C)O)C 3-chloro-5-((2E,4E)-5-((1R,2R,6R)-3-(cyclopropylamino)-1,2,6-trimethylcyclohexyl)-3-methylpenta-2,4-dien-1-yl)-6-hydroxy-4-methoxy-2-methylbenzaldehyde